1-[5-(2-fluorophenyl)-1-(pyrrol-3-ylsulfonyl)-1H-pyrrol-3-yl]-N-methyl-methylamine FC1=C(C=CC=C1)C1=CC(=CN1S(=O)(=O)C1=CNC=C1)CNC